C(#N)C1=CC2=C(N(C(C(N2C)=O)=O)C2CCN(CC2)C(=O)OC(C)(C)C)N=C1 tert-Butyl 4-(7-cyano-1-methyl-2,3-dioxo-2,3-dihydropyrido[2,3-b]pyrazin-4(1H)-yl)piperidin-1-carboxylate